CC=1N=CN2C1C(=CC=C2)C2=CC=C(C=C2)[N+](=O)[O-] (rac)-1-methyl-8-(4-nitrophenyl)imidazo[1,5-a]pyridine